7-(2-chloro-4-fluorobenzyl)-1-(3-hydroxypropyl)-3-methyl-8-(1,4,4-trifluorocyclohexyl)-3,7-dihydro-1H-purine-2,6-dione ClC1=C(CN2C(=NC=3N(C(N(C(C23)=O)CCCO)=O)C)C2(CCC(CC2)(F)F)F)C=CC(=C1)F